(2-methylpyrrolidin-1-yl)methanone CC1N(CCC1)C=O